N-{[5-chloro-6-(6-indolinyl)-2-indolyl]methyl}acetamide ClC=1C=C2C=C(NC2=CC1C1=CC=C2CCNC2=C1)CNC(C)=O